C(C)(=O)O[C@H]1[C@H](N(C[C@@H]1O)C(=O)OC(C)(C)C)CC1=CC=C(C=C1)C#C[Si](C)(C)C tert-butyl (2R,3S,4S)-3-(acetyloxy)-4-hydroxy-2-({4-[2-(trimethylsilyl) ethynyl]phenyl}methyl)pyrrolidine-1-carboxylate